tert-butyl N-[2-[[2-[4-(cyanomethyl)anilino]-6-[(5-cyclobutyl-1H-pyrazol-3-yl)amino]pyrimidin-4-yl]amino]ethyl]carbamate C(#N)CC1=CC=C(NC2=NC(=CC(=N2)NCCNC(OC(C)(C)C)=O)NC2=NNC(=C2)C2CCC2)C=C1